C1CNCCC12OC1(CCCCCCCCCCC1)NC2=O 7-oxa-3,20-diazadispiro[5.1.11.2]heneicosan-21-one